3-[(3-chloro-2-methoxyphenyl)amino]-2-(3-{[3,3-dimethyl-1-(prop-2-enoyl)azetidin-2-yl]methoxy}pyridin-4-yl)-1H,5H,6H,7H-pyrrolo[3,2-c]pyridin-4-one ClC=1C(=C(C=CC1)NC1=C(NC2=C1C(NCC2)=O)C2=C(C=NC=C2)OCC2N(CC2(C)C)C(C=C)=O)OC